C(C)(C)(C)OC(=O)N(C(=O)OC(C)(C)C)C1=NC2=CC(=CC=C2C(=N1)N(C(=O)OC(C)(C)C)C(=O)OC(C)(C)C)C 2-(N,N-di-(tert-Butoxycarbonyl)amino)-4-(N,N-di-(tert-butoxycarbonyl)amino)-7-methyl-quinazoline